3-(4-(3,3-difluoropiperidin-4-yl)phenyl)piperidine-2,6-dione TFA salt OC(=O)C(F)(F)F.FC1(CNCCC1C1=CC=C(C=C1)C1C(NC(CC1)=O)=O)F